(R)-2-(4-((4-((1-(3-amino-5-(trifluoromethyl)phenyl)ethyl)amino)-2-methylquinazolin-6-yl)amino)-2-methoxyphenyl)-N,N-dimethylacetamide formate C(=O)O.NC=1C=C(C=C(C1)C(F)(F)F)[C@@H](C)NC1=NC(=NC2=CC=C(C=C12)NC1=CC(=C(C=C1)CC(=O)N(C)C)OC)C